L-serine-3,3-d2 N[C@@H](C(O)([2H])[2H])C(=O)O